2-[3-ethylsulfonyl-6-(trifluoromethyl)benzothiophen-2-yl]-6-(trifluoromethyl)-3H-pyrrolo[3,4-c]pyridin-1-one C(C)S(=O)(=O)C1=C(SC2=C1C=CC(=C2)C(F)(F)F)N2CC=1C=NC(=CC1C2=O)C(F)(F)F